FC(C(=O)O)(F)F.CP(C)OP(C)C dimethylphosphino oxide trifluoroacetate